6-isocyanato-methyl-diisocyanato-methyl-isocyanato-benzene N(=C=O)C1=C(C(=C(C(=C1N=C=O)C)N=C=O)N=C=O)C